Cl.N1(CCCC1)C1=NC(=NC(=N1)N1CCCC1)N (4,6-dipyrrolidin-1-yl-[1,3,5]triazin-2-yl)-amine hydrochloride